5-((7-Chloro-2-methyl-5,8-dioxo-5,8-dihydrochinolin-6-yl)amino)-2-(4-methylpiperazin-1-yl)benzonitril ClC1=C(C(C=2C=CC(=NC2C1=O)C)=O)NC=1C=CC(=C(C#N)C1)N1CCN(CC1)C